(S)-4-benzyl-6,6-dimethylmorpholine-2-carbaldehyde C(C1=CC=CC=C1)N1C[C@H](OC(C1)(C)C)C=O